ClC1=NC=CC(=C1C#N)NC1=C(C=C(C=C1)OC1=CC=CC=C1)C C2-chloro-4-(2-methyl-4-phenoxyanilino)pyridine-3-carbonitrile